2-bromo-6-fluoro-4-(3-methyl-1-(4-methyl-4H-1,2,4-triazol-3-yl)cyclobutyl)pyridine BrC1=NC(=CC(=C1)C1(CC(C1)C)C1=NN=CN1C)F